ClCC(=O)N(C)C1=CC=C(C=C1)I chloro-N-(4-iodophenyl)-N-methylacetamide